2-(6-Ethenyl-3-methylcyclohex-2-en-1-yl)-5-heptyl-3-methoxyphenol C(=C)C1CCC(=CC1C1=C(C=C(C=C1OC)CCCCCCC)O)C